C(C1=CC=CC=C1)OC(=O)N1C[C@@H](CCC1)C1=NC=C2N1C=CN=C2 (R)-3-(imidazo[1,5-a]pyrazin-3-yl)piperidine-1-carboxylic acid benzyl ester